BrCC(=O)C1=NC=C(C=C1F)F 2-bromo-1-(3,5-difluoropyridin-2-yl)ethan-1-one